N-octadecanoyl-γ-aminobutyric acid C(CCCCCCCCCCCCCCCCC)(=O)NCCCC(=O)O